C(C)(C)C1(NC(NC1=O)=O)C1=CC=C(S1)C(=O)O 5-(4-isopropyl-2,5-dioxoimidazolidin-4-yl)thiophene-2-carboxylic acid